[Cl-].OC(C(C)O)[N+](C)(C)C 1,2-dihydroxypropyltrimethylammonium chloride